(1R,2R,5S)-8-(benzyloxy)-2-methoxy-5-methyl-7,9-dioxo-N-(2,4,6-trifluorobenzyl)-2,5,7,9-tetrahydro-1,6-methanopyrido[1,2-b][1,2,5]triazonine-10-carboxamide C(C1=CC=CC=C1)OC=1C(C(=CN2N3[C@@H](C=C[C@@H](N(C(C21)=O)C3)C)OC)C(=O)NCC3=C(C=C(C=C3F)F)F)=O